3-mercapto-1,3-propanediol SC(CCO)O